2-((2S,5R)-5-methyl-2-phenyl-4-(1-(trifluoromethyl)cyclopropanecarbonyl)piperazin-1-yl)-2-oxo-N-(1-(tetrahydro-2H-pyran-2-yl)-1H-pyrazolo[4,3-c]pyridin-7-yl)acetamide C[C@H]1N(C[C@@H](N(C1)C(C(=O)NC=1C2=C(C=NC1)C=NN2C2OCCCC2)=O)C2=CC=CC=C2)C(=O)C2(CC2)C(F)(F)F